3-[4-[(1S,4S,5R)-5-[[5-cyclopropyl-3-(2,6-dichlorophenyl)-1,2-oxazol-4-yl]methoxy]-2-azabicyclo[2.2.1]heptan-2-yl]phenyl]propanoic acid C1(CC1)C1=C(C(=NO1)C1=C(C=CC=C1Cl)Cl)CO[C@H]1[C@@H]2CN([C@H](C1)C2)C2=CC=C(C=C2)CCC(=O)O